NC=1C2=C(N=CN1)N(C=C2C=2SC1=C(C2)C=C(C=C1OC)C)C1CC(N(C1)C(C=C)=O)CO 1-(4-(4-amino-5-(7-methoxy-5-methylbenzothiophen-2-yl)-7H-pyrrolo[2,3-d]pyrimidin-7-yl)-2-(hydroxymethyl)pyrrolidin-1-yl)prop-2-en-1-one